cesium bromite Br(=O)[O-].[Cs+]